C(CCC)C=1C(=C(N[N+]1CCCC)CCCC)CCCC tetrabutylpyrazolium